(2S,4R)-1-(2-(3-Acetyl-5-(4,4,5,5-tetramethyl-1,3,2-dioxaborolan-2-yl)-1H-indol-1-yl)ethyl)4-fluoro-N-(2-fluoro-3-(trifluoromethoxy)phenyl)pyrrolidine-2-carboxamide C(C)(=O)C1=CN(C2=CC=C(C=C12)B1OC(C(O1)(C)C)(C)C)CCN1[C@@H](C[C@H](C1)F)C(=O)NC1=C(C(=CC=C1)OC(F)(F)F)F